CC[C@H](C)S(=O)/N=C(\C)/C1=CC=C2C(=N1)N(C=C2)S(=O)(=O)C2=CC=CC=C2 (S,E)-methyl-N-(1-(1-(phenylsulfonyl)-1H-pyrrolo[2,3-b]pyridin-6-yl)ethylidene)propane-2-sulfinamide